(2S)-2-[4-{5-chloro-2-[4-(difluoromethyl)-1H-1,2,3-triazol-1-yl]phenyl}-5-methoxy-2-oxopyridin-1(2H)-yl]-N-[2-(difluoromethyl)-2H-indazol-5-yl]butanamide ClC=1C=CC(=C(C1)C1=CC(N(C=C1OC)[C@H](C(=O)NC1=CC2=CN(N=C2C=C1)C(F)F)CC)=O)N1N=NC(=C1)C(F)F